C(C1CO1)N(CC1OC1)C1=CC=CC=C1 N-(epoxypropyl)-N-phenyl-oxiranemethylamine